3-bromo-7-methyl-5,6,7,8-tetrahydroimidazo[1,2-a]pyridine-2-carboxylic acid BrC1=C(N=C2N1CCC(C2)C)C(=O)O